1-tetradecanoyl-2-(5Z,8Z,11Z,14Z,17Z-eicosapentaenoyl)-sn-glycero-3-phosphocholine CCCCCCCCCCCCCC(=O)OC[C@H](COP(=O)([O-])OCC[N+](C)(C)C)OC(=O)CCC/C=C\C/C=C\C/C=C\C/C=C\C/C=C\CC